C1(CC1)C1=NOC(=N1)C12CCC(CC1)(CC2)CNC(OC2=NC=CC(=C2C(C(F)(F)F)(C)C)C2=CC=C(C=C2)OC(C)(C)C#N)=O 1,1,1-trifluoro-2-methylpropan-2-yl(4-(4-((2-cyanopropan-2-yl)oxy)phenyl)pyridin-2-yl) ((4-(3-cyclopropyl-1,2,4-oxadiazol-5-yl)bicyclo[2.2.2]octan-1-yl)methyl)carbamate